((2-bromo-3,4,5,6-tetrafluorophenyl)sulfonyl)-N-(2-chlorobenzyl)glycine BrC1=C(C(=C(C(=C1F)F)F)F)S(=O)(=O)N(CC(=O)O)CC1=C(C=CC=C1)Cl